C[C@H]1NC(C2=C(C=3C=4C=CC(=NC4C=CC3S2)C2=CC(=NC(=C2)C=C)N2CCNCC2)NC1)=O (R)-10-methyl-3-(2-(piperazin-1-yl)-6-vinylpyridin-4-yl)-9,10,11,12-tetrahydro-8H-[1,4]diazepino[5',6':4,5]thieno[3,2-f]quinolin-8-one